FC1(CCC(CC1)NC(NCCCCCCCCCCCC(=O)O)=O)F 12-(3-(4,4-difluorocyclohexyl)ureido)dodecanoic acid